N(=C=O)CCCCCCCCC1C(C(C1CCCCCCCC)CCCCCCCCN=C=O)CCCCCCCC 2,4-bis-(8-isocyanatooctyl)-1,3-dioctyl-cyclobutane